(((1S)-3,4-dihydroxy-1-phenylbutyl)carbamoyl)-4-hydroxypiperidine-1-carboxylic acid tert-butyl ester C(C)(C)(C)OC(=O)N1C(CC(CC1)O)C(N[C@@H](CC(CO)O)C1=CC=CC=C1)=O